C(C)(C)(C)OC(=O)C=1C=CC2=C(N(C(=N2)CN2CCC(CC2)C2=NC(=CC=C2)Cl)CC2OCC2)C1 ((4-(6-chloropyridin-2-yl)piperidin-1-yl)methyl)-1-((oxetan-2-yl)methyl)-1H-benzo[d]imidazole-6-carboxylic acid tert-butyl ester